BrC1=C2C=C(N(C2=C(C=C1Cl)F)S(=O)(=O)C1=CC=C(C)C=C1)S(=O)(=O)N1CCCC1 4-bromo-5-chloro-7-fluoro-2-(pyrrolidin-1-ylsulfonyl)-1-tosyl-1H-indole